The molecule is a linear trisaccharide derivative that consists of alpha-L-fucose, beta-D-galactose and 6-sulfated D-glucose units connected in sequence by (1->2) and (1->4) links, respectively. It has a role as an epitope. It is an oligosaccharide sulfate and a trisaccharide derivative. C[C@H]1[C@H]([C@H]([C@@H]([C@@H](O1)O[C@@H]2[C@H]([C@H]([C@H](O[C@H]2O[C@@H]3[C@H](OC([C@@H]([C@H]3O)O)O)COS(=O)(=O)O)CO)O)O)O)O)O